phenacyl-acridinium C(C(=O)C1=CC=CC=C1)C1=CC=CC2=[NH+]C3=CC=CC=C3C=C12